diphenyl-γ-valerolactone C1(=CC=CC=C1)C1(C(=O)OC(C1)C)C1=CC=CC=C1